(3R)-1-(oxetan-3-yl)piperidin-3-amine O1CC(C1)N1C[C@@H](CCC1)N